(2R,4R)-6-chloro-7-fluoro-4-hydroxy-N-[3-(5-methoxy-2H-pyrazolo[3,4-c]pyridin-2-yl)bicyclo[1.1.1]pentan-1-yl]-3,4-dihydro-2H-1-benzopyran-2-carboxamide ClC=1C(=CC2=C([C@@H](C[C@@H](O2)C(=O)NC23CC(C2)(C3)N3N=C2C=NC(=CC2=C3)OC)O)C1)F